ClC1=CC=C(C=C1)C=1N=NN(C1)CC1=CC=C(S1)C=1OC(=NN1)C(F)F 2-[5-[[4-(4-chlorophenyl)triazol-1-yl]methyl]thiophen-2-yl]-5-(difluoromethyl)-1,3,4-oxadiazole